tert-butyl 4-(2-((1,5-dimethyl-1H-pyrazol-4-yl) amino) pyrimidin-4-yl)-2-methylbenzylmethylcarbamate CN1N=CC(=C1C)NC1=NC=CC(=N1)C1=CC(=C(CN(C(OC(C)(C)C)=O)C)C=C1)C